N'-[9-[(4R,6R)-4-[(dihexadecylamino)oxymethyl]-7-hydroxyl-2,5-dioxabicyclo[2.2.1]heptan-6-yl]purin-6-yl]-N,N-dimethyl-formamidine C(CCCCCCCCCCCCCCC)N(OC[C@@]12COC([C@@H](O1)N1C3=NC=NC(=C3N=C1)N=CN(C)C)C2O)CCCCCCCCCCCCCCCC